C(C)=C1C[C@@]2(C[C@H](CN2C1)F)C(=O)OC methyl (6R,7aR)-2-ethylidene-6-fluorotetrahydro-1H-pyrrolizine-7a(5H)-carboxylate